(3-chlorophenyl)diphenyl(4-(4,4,5,5-tetramethyl-1,3,2-dioxaborolan-2-yl)phenyl)silane ClC=1C=C(C=CC1)[Si](C1=CC=C(C=C1)B1OC(C(O1)(C)C)(C)C)(C1=CC=CC=C1)C1=CC=CC=C1